OC1CCC(CC1)OC=1C(=CC(=NC1)C)C=1C=CC=2N(C1)C=C(N2)NC(=O)C2CC2 N-[6-[5-(4-hydroxycyclohexoxy)-2-methyl-4-pyridyl]imidazo[1,2-a]pyridin-2-yl]cyclopropanecarboxamide